BrC[C@H](O)C1=C2C=CC(NC2=CC=C1)=O (R)-5-(2-bromo-1-hydroxyethyl)quinolin-2(1H)-one